ClC=1C(=NC(=NC1)NC1=C(C=C(C=C1)N1CCC(CC1)NCC=1C=C2C(N(C(C2=CC1)=O)C1C(NC(CC1)=O)=O)=O)OC)NC1=C(C=CC=C1)P(=O)(OC)OC 5-(((1-(4-((5-chloro-4-((2-(dimethylphosphono)phenyl)amino)pyrimidin-2-yl)amino)-3-methoxyphenyl)piperidin-4-yl)amino)methyl)-2-(2,6-dioxopiperidin-3-yl)isoindoline-1,3-dione